thiobis-(3,6-di-sec-amylphenol) S(C1=C(C(=CC=C1C(C)CCC)C(C)CCC)O)C1=C(C(=CC=C1C(C)CCC)C(C)CCC)O